N-(6-morpholinylbenzothiazol-2-yl)acetamide N1(CCOCC1)C1=CC2=C(N=C(S2)NC(C)=O)C=C1